N1-(2-aminoethyl)-N4-(1-naphthyl)succinamide NCCNC(CCC(=O)NC1=CC=CC2=CC=CC=C12)=O